5-methyl-5-allyloxycarbonyl-1,3-dioxan-2-one CC1(COC(OC1)=O)C(=O)OCC=C